6-methyl-N-[(5-methyl-1,3,4-oxadiazol-2-yl)methyl]-4-[(1-methylcyclopropyl)amino]furo[2,3-d]pyrimidine-5-carboxamide CC1=C(C2=C(N=CN=C2NC2(CC2)C)O1)C(=O)NCC=1OC(=NN1)C